COC=1C2=C(N=C(N1)NC1CCC3(CCO3)CC1)NC=C2C=2C=C1N=CC=NC1=CC2 4-methoxy-5-(quinoxalin-6-yl)-N-((4r,7r)-1-oxaspiro[3.5]nonan-7-yl)-7H-pyrrolo[2,3-d]pyrimidin-2-amine